NC1=C2N=C(N(C2=NC=N1)CCC(=O)NC1CC1)SC1=CC2=C(CCO2)C=C1I 3-[6-Amino-8-(5-iodo-2,3-dihydro-benzofuran-6-ylsulfanyl)-purin-9-yl]-N-cyclopropyl-propionamide